(E)-2-oxo-N-(phenyl(4-(prop-1-en-1-yl)phenyl)methyl)-6-(trifluoromethyl)-1,2-dihydropyridine-3-carboxamide O=C1NC(=CC=C1C(=O)NC(C1=CC=C(C=C1)\C=C\C)C1=CC=CC=C1)C(F)(F)F